(4-benzyloxy-6-methyl-indan-5-yl)-4-methyl-3-methylsulfanyl-1,2,4-triazin-5-one C(C1=CC=CC=C1)OC1=C2CCCC2=CC(=C1C=1C(N(C(=NN1)SC)C)=O)C